N-((R)-1-(3-amino-5-(trifluoromethyl)phenyl)ethyl)-2,7,11-trimethyl-7,8,10,11-tetrahydro-[1,4,7]trioxonino[2,3-g]quinazolin-4-amine NC=1C=C(C=C(C1)C(F)(F)F)[C@@H](C)NC1=NC(=NC2=CC3=C(C=C12)OC(COCC(O3)C)C)C